CC1=NC=CC(=C1C=1C=C2C(=NC1)NC=C2C2=CC=1N(C=C2)N=CC1C(=O)NC=1C=NC=CC1)C 5-(5-(2,4-dimethylpyridin-3-yl)-1H-pyrrolo[2,3-b]pyridin-3-yl)-N-(pyridin-3-yl)pyrazolo[1,5-a]pyridine-3-carboxamide